CN(CCN1CC2(C=3C1=NC(=CC3)NC=3C=CC(=C1CNC(C31)=O)C3=CN=C1N3C=CC(=C1)F)CCOCC2)C 7-((1'-(2-(dimethylamino)ethyl)-1',2,2',3,5,6-hexahydrospiro[pyran-4,3'-pyrrolo[2,3-b]pyridin]-6'-yl)amino)-4-(7-fluoroimidazo[1,2-a]pyridin-3-yl)isoindolin-1-one